O=C1N(CC2=CC(=CC=C12)O[C@@H]1[C@H](CCCC1)N1CC(C1)C1=NC2=CC=CC=C2C=C1)C1C(NC(CC1)=O)=O 3-(1-oxo-5-(((1S,2S)-2-(3-(quinolin-2-yl)azetidin-1-yl)-cyclohexyl)oxy)isoindolin-2-yl)piperidine-2,6-dione